N-(5-Bromo-4-(2-(dimethylamino)ethoxy)pyrimidin-2-yl)-2'-chloro-4'-(5-methyl-1,2,4-oxadiazol-3-yl)-[1,1'-biphenyl]-4-carboxamid BrC=1C(=NC(=NC1)NC(=O)C1=CC=C(C=C1)C1=C(C=C(C=C1)C1=NOC(=N1)C)Cl)OCCN(C)C